FC1=C2C=CN=CC2=C(C=C1)NC(C1=CC=C(C=C1)N1CCN(CC1)C)=O N-(5-fluoroisoquinolin-8-yl)-4-(4-methylpiperazin-1-yl)benzamide